S1C(=NC2=C1C=CC=C2)C([C@H](CCCNC(=N)N)NC([C@H](CC(C)C)NC(OC2CCN(CC2)S(=O)(=O)C2=C(C=CC(=C2)Cl)OC)=O)=O)=O 1-((5-chloro-2-methoxyphenyl)sulfonyl)piperidin-4-yl ((S)-1-(((S)-1-(benzo[d]thiazol-2-yl)-5-guanidino-1-oxopentan-2-yl)amino)-4-methyl-1-oxopentan-2-yl)carbamate